COC=1C=C(C=CC1OC)C=1NC2=CC=C(C=C2C1CC(F)(F)F)C1CCN(CC1)CC(=O)N(C1CN(CC1)C)C 2-(4-(2-(3,4-dimethoxyphenyl)-3-(2,2,2-trifluoroethyl)-1H-indol-5-yl)piperidin-1-yl)-N-methyl-N-(1-methylpyrrolidin-3-yl)acetamide